(5-(Chloromethyl)thiazol-2-yl-4-d)carbamic acid tert-butyl ester C(C)(C)(C)OC(NC=1SC(=C(N1)[2H])CCl)=O